N-((S)-2,2-dicyclopropyl-1-(5-(((S)-2-oxo-4-(trifluoromethyl)imidazolidin-1-yl)methyl)benzo[d]oxazol-2-yl)ethyl)oxazole-5-carboxamide C1(CC1)C([C@@H](C=1OC2=C(N1)C=C(C=C2)CN2C(N[C@@H](C2)C(F)(F)F)=O)NC(=O)C2=CN=CO2)C2CC2